4-(N-(3-(tert-butyl)-5-cyclopropylbenzyl)-2-(N-(4-chlorobenzyl)-(2,3,4,5,6-pentafluorophenyl)sulfonamido)acetamido)-3-(dimethylamino)benzoic acid C(C)(C)(C)C=1C=C(CN(C(CN(S(=O)(=O)C2=C(C(=C(C(=C2F)F)F)F)F)CC2=CC=C(C=C2)Cl)=O)C2=C(C=C(C(=O)O)C=C2)N(C)C)C=C(C1)C1CC1